S1C(=CC=C1)C=O (2-thienyl)methanone